N1(CCOCC1)C1=NC2=C(N=CC=C2C(=C1)N1CCC(CC1)O)C1=CC=NN1 1-[2-(morpholin-4-yl)-8-(1H-pyrazol-5-yl)-1,7-naphthyridin-4-yl]piperidin-4-ol